tert-butyl N-[2-[6-methoxy-4-(1-tetrahydropyran-2-yloxyethyl)-3-pyridyl]ethyl]carbamate COC1=CC(=C(C=N1)CCNC(OC(C)(C)C)=O)C(C)OC1OCCCC1